N,N-dibenzyloxyurea C(C1=CC=CC=C1)ON(C(=O)N)OCC1=CC=CC=C1